CC1=C(C=CC=C1C1=CC=2N(C=C1)C(=NN2)C=O)C2=C(C(=CC=C2)C2=CC=1N(C=C2)C(=NN1)C=O)C 7,7'-(2,2'-dimethyl-[1,1'-biphenyl]-3,3'-diyl)bis([1,2,4]triazolo[4,3-a]pyridine-3-carbaldehyde)